FC(C1=CN=C2N1C=C(C=C2)C2=CNC=1N=C(N=CC12)C=1C=C2C=CC=NC2=CC1)F 6-(5-(3-(difluoromethyl)imidazo[1,2-a]pyridin-6-yl)-7H-pyrrolo[2,3-d]pyrimidin-2-yl)quinoline